FC1=C2CN(CC2=CC=C1)C(=O)NC1=CC=C(C=C1)C1CCN(CC1)C(C(C)(NS(=O)(=O)C)C)=O 4-fluoro-N-(4-(1-(2-methyl-2-(methylsulfonamido)propanoyl)piperidin-4-yl)phenyl)isoindoline-2-carboxamide